NC=1C2=C(N=CN1)N(C(=C2C2=CC=C(C=C2)OC2=NC=CC(=N2)C)C2=CC(=NN2C)NC(C=C)=O)C N-[5-(4-amino-7-methyl-5-{4-[(4-methylpyrimidin-2-yl)oxy]phenyl}-7H-pyrrolo[2,3-d]pyrimidin-6-yl)-1-methyl-1H-pyrazol-3-yl]prop-2-enamide